C(C1=CC=CC=C1)OCCC(CCNC1=C(C(=C(C=C1)Br)C)[N+](=O)[O-])NC 1-[2-(benzyloxy)ethyl]-N3-(4-bromo-3-methyl-2-nitrophenyl)-N1-methylpropane-1,3-diamine